S(=O)(=O)(O)O.C(=O)(O)CONC=1C(=C(C=2C(C3=CC=CC=C3NC2C1)=O)C)C carboxymethoxyamino-dimethylacridone sulfate